Lithium tri-sec-butoxide CC([O-])CC.CC([O-])CC.CC([O-])CC.[Li+].[Li+].[Li+]